CC1=C(C(=O)O[C@@H]2CC[C@H](CC2)N2C=CC3=C2N=C(N=C3)Cl)C=CC=C1\C=C\C1CCCCC1 (trans)-4-(2-chloro-7H-pyrrolo[2,3-d]pyrimidin-7-yl)cyclohexanol Methyl-(E)-3-(2-cyclohexylvinyl)benzoate